NC1=NC=C(C=C1OC(C(=O)NC1=CC=C(C=C1)C(C)C)C1=CC=CC=C1)C1=CC=C(C=C1)OCCN1CCOCC1 2-{2-amino-5-[4-(2-morpholin-4-yl-ethoxy)-phenyl]-pyridin-3-yloxy}-N-(4-isopropyl-phenyl)-2-phenyl-acetamide